3-(3-hydroxypiperidin-1-yl)-1-(4-phenyl-3,4-dihydroquinoxalin-1(2H)-yl)propan-1-one Methyl-3-hydroxy-3-(pyridin-2-yl)cyclobutane-1-carboxylate COC(=O)C1CC(C1)(C1=NC=CC=C1)O.OC1CN(CCC1)CCC(=O)N1CCN(C2=CC=CC=C12)C1=CC=CC=C1